2-HYDROXY-6-(TRIFLUOROMETHYL)PYRIDINE-3-BORONIC ACID OC1=NC(=CC=C1B(O)O)C(F)(F)F